OCC1CCN(CC1)C1=NC=CC(=C1)C1C(NC(CC1)=O)=O 3-{2-[4-(hydroxymethyl)piperidin-1-yl]pyridin-4-yl}piperidine-2,6-dione